C(CC)S(=O)(=O)N1N=CN=C1 (propylsulfonyl)-1H-1,2,4-triazole